3-chloro-5-isopropyl-8-(3-((methylsulfinyl)methyl)azetidin-1-yl)isoquinoline ClC=1N=CC2=C(C=CC(=C2C1)C(C)C)N1CC(C1)CS(=O)C